yttrium methoxyethanol COC(C)O.[Y]